tert-butyl-(2-(4-cyanophenyl) propyl) carbamate C(N)(OCC(CC(C)(C)C)C1=CC=C(C=C1)C#N)=O